NC=1C(=C(C=CC1)C1=NC=C(C(=C1)N1C(C(=C(C=C1C)[C@@H]1[C@H](C1)C=1C=NC=C(C1)F)Cl)=O)C)F 2'-(3-amino-2-fluorophenyl)-3-chloro-4-((1S,2S)-2-(5-fluoropyridin-3-yl)cyclopropyl)-5',6-dimethyl-2H-[1,4'-bipyridin]-2-one